1-(2-methoxy-5-(4,4,5,5-tetramethyl-1,3,2-dioxaborolan-2-yl)phenyl)-N,N-dimethylmethanamine COC1=C(C=C(C=C1)B1OC(C(O1)(C)C)(C)C)CN(C)C